(Z)-3-ethyl-12-(octadec-9-en-1-yl)-8-oxo-9-oxa-3,7,12-triazaicosan-20-yl 2-hexyldecanoate C(CCCCC)C(C(=O)OCCCCCCCCN(CCOC(NCCCN(CC)CC)=O)CCCCCCCC\C=C/CCCCCCCC)CCCCCCCC